(R)-2-(3-(4-amino-3-(6-phenoxypyridin-3-yl)-1H-pyrazolo[3,4-d]pyrimidin-1-yl)piperidine-1-carbonyl)-4-methyl-4-(4-methylpiperazin-1-yl)-pent-2-enenitrile NC1=C2C(=NC=N1)N(N=C2C=2C=NC(=CC2)OC2=CC=CC=C2)[C@H]2CN(CCC2)C(=O)C(C#N)=CC(C)(N2CCN(CC2)C)C